Fmoc-L-glutamic acid-gamma-methyl ester COC(=O)CC[C@@H](C(=O)O)NC(=O)OCC1C2=CC=CC=C2C3=CC=CC=C13